C(#N)C1=C(C=NC=C1)C1=CC(=C(C=C1)NC(=O)C1=NN(C(C=C1)=O)C1=C(C=CC=C1F)F)N1CCC(CC1)O N-(4-(4-cyanopyridin-3-yl)-2-(4-hydroxypiperidin-1-yl)phenyl)-1-(2,6-difluorophenyl)-6-oxo-1,6-dihydropyridazine-3-carboxamide